C(CCC)N1C=NC2=CC=CC=C2C1=O 3-butylquinazolin-4(3H)-one